2-((S)-5-chloro-4-fluoro-2-(((2R,7aS)-2-fluorotetrahydro-1H-pyrrolizin-7a(5H)-yl)methoxy)-9-methyl-8,9-dihydro-10H-7-oxa-1,3,6,10-tetraazacyclohepta[de]naphthalen-10-yl)propanamide ClC1=C(C=2N=C(N=C3C2C(=N1)OC[C@@H](N3C(C(=O)N)C)C)OC[C@]31CCCN1C[C@@H](C3)F)F